C(#N)N1C[C@@H](CC1)N(C(=O)C1=CN=C2N1C=CC(=C2)C2=CC(=NC=C2)C)C (R)-N-(1-cyanopyrrolidin-3-yl)-N-methyl-7-(2-methylpyridin-4-yl)imidazo[1,2-a]pyridine-3-carboxamide